N[C@@H]1CN(CC[C@H]1F)C1=NC2=C(N1CC(=O)N(C)CC(C)C#N)C=C(C(=C2)F)F 2-(2-((3R,4R)-3-amino-4-fluoropiperidin-1-yl)-5,6-difluoro-1H-benzo[d]imidazol-1-yl)-N-(2-cyanopropyl)-N-methylacetamide